NC1=C2NC(N(C2=NC(=N1)OCCCC)CC1=CC=C(CNCCCCCCNC(CON)=O)C=C1)=O N-(6-(4-((6-amino-2-butoxy-8-oxo-7H-purin-9(8H)-yl)methyl)benzylamino)hexyl)-2-(aminooxy)acetamide